1-(7-bromo-4-fluorobenzofuran-5-yl)ethanol BrC1=CC(=C(C=2C=COC21)F)C(C)O